(3-(trifluoromethyl)-4-((4-oxo-3,4-dihydro-phthalazin-1-yl)methyl)phenyl)sulphonamide hydrochloride salt Cl.FC(C=1C=C(C=CC1CC1=NNC(C2=CC=CC=C12)=O)S(=O)(=O)N)(F)F